methyl 3-(4-(2-aminoethyl)-1H-1,2,3-triazol-1-yl)propanoate NCCC=1N=NN(C1)CCC(=O)OC